ethyl 3-(3-butyl-2-methyl-7-(methylthio)-1,1-dioxido-5-phenyl-2,3,4,5-tetrahydrobenzo[f][1,2,5]thiadiazepin-8-yl)-1-methyl-1H-pyrazole-5-carboxylate C(CCC)C1N(S(C2=C(N(C1)C1=CC=CC=C1)C=C(C(=C2)C2=NN(C(=C2)C(=O)OCC)C)SC)(=O)=O)C